C(CCC)[Sn](C=1C=CC(=NC1)C(F)(F)F)(CCCC)CCCC 5-(tributylstannyl)-2-(trifluoromethyl)pyridine